2-((3-(difluoromethyl)isoxazol-5-yl)methyl)-6-(2-(2,2,2-trifluoroethoxy)pyrimidin-5-yl)pyridazin-3(2H)-one FC(C1=NOC(=C1)CN1N=C(C=CC1=O)C=1C=NC(=NC1)OCC(F)(F)F)F